CC1=CC(=NC=C1C1=NC=C2C3=C(N=CC2=C1)NC=C3)[C@H](CC)O (S)-1-(4-methyl-5-(7H-pyrrolo[2,3-c][2,6]naphthyridin-3-yl)pyridin-2-yl)propan-1-ol